Methyl (1S,3S)-3-((6-(5-(2-((E)-N'-hydroxy-4-methylpentanimidamido)-2-oxoethyl)-1-methyl-1H-1,2,3-triazol-4-yl)-2-methylpyridin-3-yl)oxy)cyclohexane-1-carboxylate O/N=C(\CCC(C)C)/NC(CC1=C(N=NN1C)C1=CC=C(C(=N1)C)O[C@@H]1C[C@H](CCC1)C(=O)OC)=O